N-trimethylsilyl-1,3-bis(2,4,6-trimethylphenyl)-imidazolinimine C[Si](N=C1N(CN(C1)C1=C(C=C(C=C1C)C)C)C1=C(C=C(C=C1C)C)C)(C)C